4-(4-chloro-2-fluorophenyl)-6,7-dimethyl-2-((2r,4s)-2-(1-methyl-1H-pyrazol-4-yl)tetrahydro-2H-pyran-4-yl)pteridine ClC1=CC(=C(C=C1)C1=NC(=NC2=NC(=C(N=C12)C)C)[C@@H]1C[C@@H](OCC1)C=1C=NN(C1)C)F